(1-cyclohexyl-1H-imidazol-4-yl)[(1R,5S,6r)-6-(5,5-dimethyl-4,5-dihydro-1,2-oxazol-3-yl)-3-azabicyclo[3.1.0]hex-3-yl]methanone C1(CCCCC1)N1C=NC(=C1)C(=O)N1C[C@H]2C([C@H]2C1)C1=NOC(C1)(C)C